tert-butyl 5-[2-(2-bromo-4-methoxycarbonyl-6-methylsulfanyl-phenyl)ethynyl]-3,6-dihydro-2H-pyridine-1-carboxylate BrC1=C(C(=CC(=C1)C(=O)OC)SC)C#CC1=CCCN(C1)C(=O)OC(C)(C)C